OC1=C(C=CC(=C1)O)C(CC(C)(C)C)=O 1-(2,4-Dihydroxyphenyl)-3,3-dimethylbutan-1-one